O=C1NC=CC=C1C(=O)N 2-keto-1,2-dihydropyridine-3-carboxamide